BrC=1C=C2CCC(C2=CC1)NC(CC)=O N-(5-bromo-2,3-dihydro-1H-indene-1-yl)propionamide